C(C)(C)(C)OC(=O)NCCC=1SC(=C(N1)C(=O)O)C(=C)C 2-(2-{[(tert-butoxy)carbonyl]amino}ethyl)-5-(prop-1-en-2-yl)-1,3-thiazole-4-carboxylic acid